C(C=C)O[C@@H]1CC[C@@](C=2C=CC=NC12)(C(=O)NCC1=C(C=C(C=C1)Cl)Cl)F (5R,8R)-8-(allyloxy)-N-(2,4-dichlorobenzyl)-5-fluoro-5,6,7,8-tetrahydroquinoline-5-carboxamide